2-((phenylthio)methyl)oxapropylene C1(=CC=CC=C1)SCC(=O)C